[N+](=O)([O-])C=1C=C(C=CC1N1CCN(CC1)CC1=CC=C(C=C1)[N+](=O)[O-])S(=O)(=O)NCC1=NC=CC=C1 3-Nitro-4-{4-[(4-nitrophenyl)methyl]piperazin-1-yl}-N-(pyridin-2-ylmethyl)benzenesulfonamide